C(C)C=1C=C(OC2=CC=C(C=C2)C2=NC3=CC(=C(C=C3C(=N2)N)OC)OCC2CCN(CC2)C)C=CC1 (4-(3-ethylphenoxy)phenyl)-6-methoxy-7-((1-methylpiperidin-4-yl)methoxy)quinazolin-4-amine